tert-butyl 7-[[4-[2-(2-amino-3-pyridyl)-5-phenyl-imidazo[4,5-b]pyridin-3-yl]phenyl]methyl]-4,7-diazaspiro[2.5]octane-4-carboxylate NC1=NC=CC=C1C1=NC=2C(=NC(=CC2)C2=CC=CC=C2)N1C1=CC=C(C=C1)CN1CCN(C2(CC2)C1)C(=O)OC(C)(C)C